selenoazole C1=CN2C(=C1)[Se]2